butylzinc hydride [H-].C(CCC)[Zn+]